ClC1=CC=C2C(NC(N(C2=C1)C1=NC=CC=N1)=O)=O 7-Chloro-1-(pyrimidin-2-yl)quinazoline-2,4(1H,3H)-dione